6-Chloro-3-[(1R)-1-[2-(2,7-dimethylindazol-5-yl)-3,6-dimethyl-4-oxo-chromen-8-yl]ethoxy]pyridine-2-carboxamide ClC1=CC=C(C(=N1)C(=O)N)O[C@H](C)C=1C=C(C=C2C(C(=C(OC12)C1=CC2=CN(N=C2C(=C1)C)C)C)=O)C